C(C)(C)(C)C=1C=C(C=CC1)[C@H](C)NC(=O)C1=CC=C2C(=CN(C2=C1F)CC(C)C)CC=1C=C(OC(C(=O)OC)(C)C)C=CC1 methyl (S)-2-(3-((6-((1-(3-(tert-butyl)phenyl)ethyl)carbamoyl)-7-fluoro-1-isobutyl-1H-indol-3-yl)methyl)phenoxy)-2-methylpropanoate